(1R,3S)-3-(3-(2-(3-hydroxy-5-methoxy-2-((E)-(propylimino)methyl)phenoxy)acetamido)-1H-pyrazol-5-yl)cyclopentyl tert-butylcarbamate C(C)(C)(C)NC(O[C@H]1C[C@H](CC1)C1=CC(=NN1)NC(COC1=C(C(=CC(=C1)OC)O)/C=N/CCC)=O)=O